6-bromo-2-((6-methylpyridin-2-yl)methyl)phthalazin-1(2H)-one BrC=1C=C2C=NN(C(C2=CC1)=O)CC1=NC(=CC=C1)C